CC=1C=C(C=NC1)C(=O)N1CCC(CC1)=C1C=2C=CC=CC2CC(C=2SC=CC12)=O 2-[1-(5-methylpyridine-3-carbonyl)-4-piperidylidene]-6-thiatricyclo[8.4.0.03,7]tetradeca-1(10),3(7),4,11,13-pentaen-8-one